C(C)(=O)N1CCN(CC1)C=1C=C2C(=NN1)C=1N(C(N2CC2=CC=C(C=C2)Cl)=O)C(=NN1)C(C)(C)OC 8-(4-Acetylpiperazin-1-yl)-6-[(4-chlorophenyl)methyl]-3-(2-methoxypropan-2-yl)[1,2,4]triazolo[4',3':1,6]pyrimido[5,4-c]pyridazin-5(6H)-one